(S)-3-(2',6'-dimethylbiphenyl-3-yl)-3-(3-(4-hydroxy-1,6-dimethyl-2-oxo-1,2-dihydropyridin-3-yl)ureido)propanoic acid CC1=C(C(=CC=C1)C)C1=CC(=CC=C1)[C@H](CC(=O)O)NC(=O)NC=1C(N(C(=CC1O)C)C)=O